6-ethoxy-2-(2,4,6-trimethylphenyl)-2,5-dihydro-4H-pyrazolo[3,4-d]pyrimidin-4-one C(C)OC=1NC(C=2C(N1)=NN(C2)C2=C(C=C(C=C2C)C)C)=O